CN1NC=C(C1OCCNC(OC(C)(C)C)=O)B1OC(C(O1)(C)C)(C)C tert-butyl N-[2-[2-methyl-4-(4,4,5,5-tetramethyl-1,3,2-dioxaborolan-2-yl)-1H-pyrazol-3-yl]oxyethyl]carbamate